acryloyloxyheptadecyl dihydrogen thiophosphate P(=S)(OCCCCCCCCCCCCCCCCCOC(C=C)=O)(O)O